4-[[3-fluoro-2-methoxy-propyl]-[4-(5,6,7,8-tetrahydro-1,8-naphthyridin-2-yl)butyl]amino]-2-[[2-(2-pyridyl)acetyl]amino]butanoic acid FCC(CN(CCC(C(=O)O)NC(CC1=NC=CC=C1)=O)CCCCC1=NC=2NCCCC2C=C1)OC